bis-(nonylphenyl)amine C(CCCCCCCC)C1=C(C=CC=C1)NC1=C(C=CC=C1)CCCCCCCCC